5-amino-2-methyl-N,N-dipropyl-6H-pyrazolo[4,3-b]azepine-7-carboxamide NC=1CC(=CC=2C(N1)=CN(N2)C)C(=O)N(CCC)CCC